CN1N=C(C(=C1)C(=O)N1CC2=C(C=C(C=C2CC1)C=1C=C2C(=NC1)NC=C2C)[C@H]2NCCC2)C (S)-(1,3-dimethyl-1H-pyrazol-4-yl)(6-(3-methyl-1H-pyrrolo[2,3-B]pyridin-5-yl)-8-(pyrrolidin-2-yl)-3,4-dihydroisoquinolin-2(1H)-yl)methanone